(3R)-3-pyrrolidinol N1C[C@@H](CC1)O